ClC=1C=C(C=CC1)CC(OC(=O)N[C@@H](CC(C)C)C(=O)O)C1=CC=CC=C1 ((2-(3-Chlorophenyl)-1-phenylethoxy)carbonyl)-L-leucine